butyl 3-(7-bromo-2-chloro-6,8-difluoroquinazolin-4-yl)-3,8-diazabicyclo[3.2.1]octane-8-carboxylate BrC1=C(C=C2C(=NC(=NC2=C1F)Cl)N1CC2CCC(C1)N2C(=O)OCCCC)F